N-cyclopropyl-4-morpholino-2-[4-(m-tolyl)pyrazol-1-yl]-7-(trifluoromethyl)furo[3,2-d]pyrimidine-6-carboxamide C1(CC1)NC(=O)C1=C(C=2N=C(N=C(C2O1)N1CCOCC1)N1N=CC(=C1)C=1C=C(C=CC1)C)C(F)(F)F